[2-Fluoro-4-(trifluoromethyl)phenyl]-2-[4-([1,2,4]triazolo[1,5-a]pyridin-7-yl)phenyl]acetamide FC1=C(C=CC(=C1)C(F)(F)F)C(C(=O)N)C1=CC=C(C=C1)C1=CC=2N(C=C1)N=CN2